NC(C(C1=NN=CC2=CC=CC=C12)NC(=O)[C@@H]1[C@H]2C([C@H]2CN1C([C@H](CC=1C=NC=CC1)NC(C(F)(F)F)=O)=O)(C)C)=O (1R,2S,5S)-N-(2-amino-2-oxo-1-phthalazin-1-yl-ethyl)-6,6-dimethyl-3-[(2S)-3-(3-pyridyl)-2-[(2,2,2-trifluoroacetyl)amino]propanoyl]-3-azabicyclo[3.1.0]hexane-2-carboxamide